4-(2-ethoxy-5-ethylsulfonylthiophen-3-yl)-2-methylisoquinolin-1-one C(C)OC=1SC(=CC1C1=CN(C(C2=CC=CC=C12)=O)C)S(=O)(=O)CC